NC1=CC(=C(C=C1)N=O)N 1,3-diamino-4-nitrosobenzene